NCCO[Si](OCC)(OCC)C1=CC=CC=C1 Aminophenyltriethoxysilan